ClC1=C(C=C(C=C1)Cl)C1CC(=NO1)C=1N=C(SC1)C1CCN(CC1)C(COC1=NC=NC=C1OC)=O 1-(4-(4-(5-(2,5-dichlorophenyl)-4,5-dihydroisoxazol-3-yl)thiazol-2-yl)piperidin-1-yl)-2-((5-methoxypyrimidin-4-yl)oxy)ethan-1-one